(1-(7,8-dichloro-4-(1H-imidazol-1-yl)quinolin-2-yl)pyrrolidin-2-yl)methanamine TFA salt OC(=O)C(F)(F)F.ClC1=CC=C2C(=CC(=NC2=C1Cl)N1C(CCC1)CN)N1C=NC=C1